(7R,13R)-7,13-dimethyl-8,14-dioxa-4,10,19,20,23-pentaazatetracyclo[13.5.2.12,6.018,21]tricosa-1(20),2(23),3,5,15(22),16,18(21)-heptaen-9-one C[C@@H]1C2=CN=CC(C3=NNC=4C=CC(O[C@@H](CCNC(O1)=O)C)=CC34)=N2